4-chloro-1-(((3S,4R)-3-fluoro-1-isobutyrylpiperidin-4-yl)methyl)-N-(3-methyl-5-(phenylethynyl)pyridin-2-yl)-1H-pyrazole-5-carboxamide ClC=1C=NN(C1C(=O)NC1=NC=C(C=C1C)C#CC1=CC=CC=C1)C[C@@H]1[C@@H](CN(CC1)C(C(C)C)=O)F